Thiazolium S1C=[NH+]C=C1